Cl.O=C1NC(CCC1NC1=CC(=C(C(=C1)F)N1CCC(CC1)(O)CC(=O)O)F)=O 2-[1-[4-[(2,6-dioxo-3-piperidinyl)amino]-2,6-difluoro-phenyl]-4-hydroxy-4-piperidinyl]acetic acid hydrochloride